2-(4-piperidinylmethyl)propane N1CCC(CC1)CC(C)C